(2R,3S)-2-((Z)-3-(5-chloro-4-methyl-1H-benzo[d]imidazol-1-yl)-2-fluoroprop-1-enyl)piperidin-3-ol dihydrochloride Cl.Cl.ClC1=C(C2=C(N(C=N2)C/C(=C/[C@H]2NCCC[C@@H]2O)/F)C=C1)C